Molybdenum rhenium sulfide [Re]=S.[Mo]